cycloundecylboric acid C1(CCCCCCCCCC1)OB(O)O